3-[4-(Tetradecyloxy)phenyl]-1-[4-[(2,4-dihydroxy-alpha-methylbenzylidene)amino]phenyl]-2-propene-1-one C(CCCCCCCCCCCCC)OC1=CC=C(C=C1)C=CC(=O)C1=CC=C(C=C1)N=C(C1=C(C=C(C=C1)O)O)C